5-(2-isopropylphenyl)-1-methyl-7-(trifluoromethyl)-1,5-dihydro-4H-imidazo[4,5-c][1,8]Naphthyridin-4-one C(C)(C)C1=C(C=CC=C1)N1C(C2=C(C=3C=CC(=NC13)C(F)(F)F)N(C=N2)C)=O